6-chloro-4-iodo-N-(methyl-d3)-2,7-naphthyridin ClC=1C=C2C(=CN(CC2=CN1)C([2H])([2H])[2H])I